benzyl para-hydroxybenzoate (para-hydroxybenzoate) OC1=CC=C(C(=O)O)C=C1.OC1=CC=C(C(=O)OCC2=CC=CC=C2)C=C1